FC(C=1C=CC(=NC1)OC=1C=C(C=CC1)NC(=S)NC(=O)C=1OC=CC1)(F)F N-[(3-(5-trifluoromethylpyridine-2-oxy)phenyl)thiocarbamoyl]furan-2-carboxamide